CN1C=NC=C1C1CCNCC1 4-(1-methyl-1H-imidazol-5-yl)piperidine